(3R,6S,9aS)-1-((E)-3-(benzo[d]thiazol-2-yl)acryloyl)-3-isobutyl-8-(1-methylpiperidin-4-yl)-6-(2-(methylsulfonyl)ethyl)tetrahydropyrazino[2,1-c][1,2,4]oxadiazine-4,7(3H,6H)-dione S1C(=NC2=C1C=CC=C2)/C=C/C(=O)N2O[C@@H](C(N1[C@@H]2CN(C([C@@H]1CCS(=O)(=O)C)=O)C1CCN(CC1)C)=O)CC(C)C